4-(2,6-difluorobenzyl)-2-(4-((4-(difluoromethyl)thiazol-5-yl)oxy)-3-fluorophenyl)-2,4-dihydro-3H-1,2,4-triazol-3-one FC1=C(CN2C(N(N=C2)C2=CC(=C(C=C2)OC2=C(N=CS2)C(F)F)F)=O)C(=CC=C1)F